1-(3-chloro-2-fluorobenzyl)-4-((5-fluoro-6-(3-hydroxyoxetan-3-yl)-2-((5-methyl-1H-pyrazol-3-yl)-amino)pyrimidin-4-yl)methyl)-piperidine-4-carboxylic acid ClC=1C(=C(CN2CCC(CC2)(C(=O)O)CC2=NC(=NC(=C2F)C2(COC2)O)NC2=NNC(=C2)C)C=CC1)F